BrC1=CC(=C2C(NN=C(C2=C1)CN(C(OC(C)(C)C)=O)C(=O)OC(C)(C)C)=O)Cl tert-butyl N-[(7-bromo-5-chloro-4-oxo-3H-phthalazin-1-yl)methyl]-N-tert-butoxycarbonyl-carbamate